FC1=C(C=C(C=C1NS(=O)(=O)N1CCCC1)F)C=1C(=NN(C1)C1=C(C=C(C=C1)N1CC(N(CC1)C(=O)OC(C)(C)C)(C)C)F)C1=CC=NC=C1 tert-butyl 4-[4-(4-{2,5-difluoro-3-[(pyrrolidine-1-sulfonyl)amino]phenyl}-3-(pyridin-4-yl)pyrazol-1-yl)-3-fluorophenyl]-2,2-dimethylpiperazine-1-carboxylate